CN1CCN2[C@H](C1)C3=CC=CC=C3CC4=C2N=CC=C4 (S)-1,2,3,4,10,14b-hexahydro-2-methylpyrazino(2,1-a)pyrido(2,3-c)(2)benzazepine